[Cl-].CC(CC)[NH3+] methyl-propan-1-aminium chloride